C(C)NC(=O)NC1=CC(=NO1)CC1CCN(CC1)C=1C(=NC(=CC1)C=1NC=CN1)F 1-ethyl-3-(3-((1-(2-fluoro-6-(1H-imidazol-2-yl)pyridin-3-yl)piperidin-4-yl)methyl)isoxazol-5-yl)urea